but-yne C#CCC